N-(2-((2-(dimethylamino)ethyl)(methyl)amino)-4-fluoro-5-((4-(7-fluoro-1H-indol-3-yl)-5-(trifluoromethyl)pyrimidin-2-yl)amino)phenyl)acetamide CN(CCN(C1=C(C=C(C(=C1)F)NC1=NC=C(C(=N1)C1=CNC2=C(C=CC=C12)F)C(F)(F)F)NC(C)=O)C)C